O[C@]1(C[C@H](CCC1)N1N=C2C=C(C(=CC2=C1)C(=O)OC)OC)C |r| rac-methyl 2-((1S,3R)-3-hydroxy-3-methylcyclohexyl)-6-methoxy-2H-indazole-5-carboxylate